tert-Butyl N-(7-bromo-6-chloro-3-oxo-1H-isobenzofuran-5-yl)-N-tert-butoxycarbonyl-carbamate BrC=1C(=C(C=C2C(OCC12)=O)N(C(OC(C)(C)C)=O)C(=O)OC(C)(C)C)Cl